2-((4-iodo-5-methylpyridin-2-yl)oxy)-N,N-dimethylethanamine IC1=CC(=NC=C1C)OCCN(C)C